tert-butyl 3-[[1-(4-benzyloxyphenyl)azetidin-3-yl]methyl]azetidine-1-carboxylate C(C1=CC=CC=C1)OC1=CC=C(C=C1)N1CC(C1)CC1CN(C1)C(=O)OC(C)(C)C